(S)-2-(2,5-difluoro-4-(6-((4-(trifluoromethyl)thiazol-2-yl)methoxy)pyridin-2-yl)benzyl)-1-(oxetan-2-ylmethyl)-1H-benzo[d]imidazole-6-carboxylic acid FC1=C(CC2=NC3=C(N2C[C@H]2OCC2)C=C(C=C3)C(=O)O)C=C(C(=C1)C1=NC(=CC=C1)OCC=1SC=C(N1)C(F)(F)F)F